C(C)(C)(C)OC(=O)N1CC2(C1)CC(C2)C=2N(C(=C(N2)Br)C2=CC=CC1=C2C(=C(S1)NC(=O)OC(C)(C)C)C#N)C tert-butyl-6-[4-bromo-5-[2-(tert-butoxycarbonylamino)-3-cyano-benzothiophen-4-yl]-1-methyl-imidazol-2-yl]-2-azaspiro[3.3]heptane-2-carboxylate